ClC1=C(C=CC=C1C=1C(=C(C=NC1)C1=NC(=C(C=C1)C=O)OC)Cl)NC(=O)C=1C(N(C(N(C1)C)=O)C)=O N-(2-Chloro-3-(4'-chloro-5-formyl-6-methoxy-[2,3'-bipyridin]-5'-yl)phenyl)-1,3-dimethyl-2,4-dioxo-1,2,3,4-tetrahydropyrimidine-5-carboxamide